OC1=CC=C(CNS(=O)(=O)C2=CC=C(C=C2)NC(\C=C\C2=CC=NC=C2)=O)C=C1 (E)-N-(4-(N-(4-hydroxybenzyl)sulfamoyl)phenyl)-3-(pyridin-4-yl)acrylamide